4-(5-(3-ethoxy-4-methoxyphenyl)-4,6-dimethylpyridin-3-yl)-1,2-oxaborolan-2-ol C(C)OC=1C=C(C=CC1OC)C=1C(=C(C=NC1C)C1CB(OC1)O)C